4-(((3R,5R,7R)-adamantan-1-yl)amino)-N-((S)-1-(3-methoxyphenyl)hex-2-yl)benzamide C12(CC3CC(CC(C1)C3)C2)NC2=CC=C(C(=O)N[C@H](CC3=CC(=CC=C3)OC)CCCC)C=C2